(+-)-trans-N-(6,8-dichloro-2,7-naphthyridin-3-yl)-2-(1-ethylsulfonylpyrazol-4-yl)cyclopropanecarboxamide ClC=1C=C2C=C(N=CC2=C(N1)Cl)NC(=O)[C@H]1[C@@H](C1)C=1C=NN(C1)S(=O)(=O)CC |r|